Methyl (R)-9-((4-((1-(3-bromophenyl)ethyl)amino)-6-methoxy-2-methyl-quinazolin-7-yl)oxy)nonanoate BrC=1C=C(C=CC1)[C@@H](C)NC1=NC(=NC2=CC(=C(C=C12)OC)OCCCCCCCCC(=O)OC)C